C1(CCCC1)[Si](OC)(OC)N(CC)CC cyclopentyldiethylamino-dimethoxysilane